(2R,3S)-2-(3-(4-chloro-5-methyl-1H-benzo[d]imidazol-1-yl)propyl)piperidin-3-ol ClC1=C(C=CC=2N(C=NC21)CCC[C@H]2NCCC[C@@H]2O)C